(3R)-4-{2-[6-({1-[(1-cyclopropanecarbonylpiperidin-4-yl)methyl]azetidin-3-yl}methyl)-4-methylpyrrolo[1,2-a]pyrazin-8-yl]-5-fluorobenzoyl}-3-methylmorpholine C1(CC1)C(=O)N1CCC(CC1)CN1CC(C1)CC1=CC(=C2N1C(=CN=C2)C)C2=C(C(=O)N1[C@@H](COCC1)C)C=C(C=C2)F